C(C1=CC=CC=C1)OCCN1N=C(C=C1C(=O)N[C@H](C)C1=NC=CC=C1)C1=CN=C2N1C=C(C(=C2)OC)S(=O)(=O)C(C)(C)C (R)-1-(2-(benzyloxy)ethyl)-3-(6-(tert-butylsulfonyl)-7-methoxyimidazo[1,2-a]pyridin-3-yl)-N-(1-(pyridin-2-yl)ethyl)-1H-pyrazole-5-carboxamide